4-chloro-6-methoxy-pyrimidin-5-ol ClC1=NC=NC(=C1O)OC